CC(CCNC1=C(C=C(C=C1C)B(O)O)C)(C)C (4-(3,3-Dimethylbutanylamino)-3,5-dimethylphenyl)boronic acid